NC(CON1C(C2=CC=CC=C2C1=O)=O)C1=CC=CC=C1 2-(2-amino-2-phenylethoxy)-1H-isoindole-1,3(2H)-dione